(1R,3S,5R)-2-(2-(4-amino-8-(trifluoromethyl)-9H-pyrimido[4,5-b]indol-9-yl)acetyl)-N-(6-bromopyridin-2-yl)-5-methyl-2-azabicyclo[3.1.0]hexane-3-carboxamide NC1=NC=NC=2N(C3=C(C=CC=C3C21)C(F)(F)F)CC(=O)N2[C@@H]1C[C@@]1(C[C@H]2C(=O)NC2=NC(=CC=C2)Br)C